CC1(CC(=CC(=C1C=O)F)OC(C=C)=O)F.ClC1=NC=C(C(=N1)C=1C=CC2=C(N=CS2)C1)OC 5-(2-chloro-5-methoxypyrimidin-4-yl)benzothiazole (E)-3-Methyl-(3,5-difluoro-4-formylphenyl)acrylate